FC1(CCC(CC1)CNC=1N=CC2=C(N1)NC=C2C2=CC1=C(N=C(S1)C)C=C2)F N-((4,4-difluorocyclohexyl)methyl)-5-(2-methylbenzo[d]thiazol-6-yl)-7H-pyrrolo[2,3-d]pyrimidin-2-amine